3-[[6-(3-Aminophenyl)-7H-pyrrolo[2,3-d]pyrimidin-4-yl]oxy]phenol NC=1C=C(C=CC1)C1=CC2=C(N=CN=C2OC=2C=C(C=CC2)O)N1